2,4-dichloro-7-(2-(3,3-difluoropyrrolidin-1-yl)pyrimidin-5-yl)-5,5-dimethyl-5,7-dihydro-6H-pyrrolo[2,3-d]pyrimidin-6-one ClC=1N=C(C2=C(N1)N(C(C2(C)C)=O)C=2C=NC(=NC2)N2CC(CC2)(F)F)Cl